3a,4,7,7a-Tetrahydro-2H-isoindole-1,3-dione C1(NC(C2CC=CCC12)=O)=O